6-[5-(difluoromethyl)-1,3,4-oxadiazol-2-yl]-2-[(1RS,2SR)-2-(4-fluorophenyl)-2-hydroxy-1-phenylethyl]-2,3-dihydro-1H-isoindol-1-one FC(C1=NN=C(O1)C1=CC=C2CN(C(C2=C1)=O)[C@@H]([C@@H](O)C1=CC=C(C=C1)F)C1=CC=CC=C1)F |r|